CN(C(C)=O)C=1NC(C=2SC(=C3OCCCC1C32)C=3C=NNC3)=O N-methyl-N-[5-oxo-2-(1H-pyrazol-4-yl)-12-oxa-3-thia-6-azatricyclo[6.4.1.04,13]trideca-1,4(13),7-trien-7-yl]acetamide